7a-(((4-((1R,5S)-3,8-Diazabicyclo[3.2.1]octan-3-yl)-7-(8-ethyl-7-fluoro-3-hydroxynaphthalen-1-yl)-8-fluoropyrido[4,3-d]pyrimidin-2-yl)oxy)methyl-d2)hexahydropyrrolizine [C@H]12CN(C[C@H](CC1)N2)C=2C1=C(N=C(N2)OC(C23CCCN3CCC2)([2H])[2H])C(=C(N=C1)C1=CC(=CC2=CC=C(C(=C12)CC)F)O)F